COC(CCOC[C@H](C)NC=1C=NN(C(C1C(F)(F)F)=O)CC1=CC=C(C=C1)OC)=O 3-[(2S)-2-({1-[(4-methoxyphenyl)methyl]-6-oxo-5-(trifluoromethyl)-1,6-Dihydropyridazin-4-yl}amino)propoxy]propionic acid methyl ester